C(C)(C)(CC(C)(C)C)C1=CC=C(C=C1)OC1=CC=C(C=C1)C(C)(C)CC(C)(C)C p-tert-octylphenyl ether